4,4'-binaphthyl-amine C1(=CC=C(C2=CC=CC=C12)C1=CC=CC2=CC=CC=C12)N